2,6-dichloro-4-methylpyridine-3-carboxamide ClC1=NC(=CC(=C1C(=O)N)C)Cl